1-methyl-3,4-bis(4-methylphenyl)pyrrole-2,5-dione CN1C(C(=C(C1=O)C1=CC=C(C=C1)C)C1=CC=C(C=C1)C)=O